((3S,4S)-8-(5-(difluoromethyl)-3-iodo-1-((2-(trimethylsilyl)ethoxy)methyl)-1H-pyrazolo[4,3-b]pyrazin-6-yl)-3-methyl-2-oxa-8-azaspiro[4.5]decan-4-yl)carbamic acid tert-butyl ester C(C)(C)(C)OC(N[C@@H]1[C@@H](OCC12CCN(CC2)C=2N=C1C(=NC2C(F)F)C(=NN1COCC[Si](C)(C)C)I)C)=O